myristic acid isopropyl amide C(C)(C)NC(CCCCCCCCCCCCC)=O